[SeH-]=[Se].[Ga+3].[SeH-]=[Se].[SeH-]=[Se] gallium diselenide